(S)-2-((4-chloro-5-fluoro-2-(2-methoxy-7-methylquinoxalin-5-yl)benzo[d]thiazol-6-yl)oxy)propyl (6-methoxypyridin-3-yl)carbamate COC1=CC=C(C=N1)NC(OC[C@H](C)OC1=CC2=C(N=C(S2)C2=C3N=CC(=NC3=CC(=C2)C)OC)C(=C1F)Cl)=O